(2R,5S)-5-(4-Chlorobenzyl)-N-(1,5-dimethyl-1H-pyrazol-3-yl)-4-(4-(4,5-dimethylthiazol-2-yl)cyclohexyl)morpholin-2-carboxamid ClC1=CC=C(C[C@H]2CO[C@H](CN2C2CCC(CC2)C=2SC(=C(N2)C)C)C(=O)NC2=NN(C(=C2)C)C)C=C1